C1(=CC=CC=C1)C1=CC2=C(C3=CC=CC=C3C(=C2C=C1)C1=CC=C(C=C1)C=1C=NC=CC1C)C1=CC=C(C=C1)C=1C=NC=CC1C 3,3'-((2-phenylanthracene-9,10-diyl)bis(4,1-phenylene))bis(4-picoline)